3-[(prop-2-enylamino)methyl]-1-[4-(trifluoromethoxy)phenyl]pyrazolo[3,4-b]pyridine-4-carboxamide C(C=C)NCC1=NN(C=2N=CC=C(C21)C(=O)N)C2=CC=C(C=C2)OC(F)(F)F